N9-(β-glucopyranosyl)-N6-methyladenine [C@@H]1([C@H](O)[C@@H](O)[C@H](O)[C@H](O1)CO)N1C2=NC=NC(=C2N=C1)NC